ClC1=NC=C(C(=N1)NC(C)CCCN1N=C(C(=C1[N+](=O)[O-])C)C)C(F)(F)F 2-chloro-N-(5-(3,4-dimethyl-5-nitro-1H-pyrazol-1-yl)pentan-2-yl)-5-(trifluoromethyl)pyrimidin-4-amine